6-methyl-2-azaspiro[3.5]Nonane-2-carboxylic acid tert-butyl ester C(C)(C)(C)OC(=O)N1CC2(C1)CC(CCC2)C